N1(C=CC2=CC=CC=C12)[C@H]1CC[C@H](CC1)N1N=CC(=C(C1=O)Cl)NC[C@H]1COCCC1 2-((cis)-4-(1H-indol-1-yl)cyclohexyl)-4-chloro-5-(((S)-tetrahydro-2H-pyran-3-yl)methylamino)pyridazin-3(2H)-one